FC(C=1C(=C(C=CC1)[C@@H](C)NC=1C2=C(N=CN1)N(C(C(=C2)N2CCN(CC2)C2CCN(CC2)C)=O)CCCCCCC=O)F)(C2CCNCC2)F (R)-7-(4-((1-(3-(difluoro(piperidin-4-yl)methyl)-2-fluorophenyl)ethyl)amino)-6-(4-(1-methylpiperidin-4-yl)piperazin-1-yl)-7-oxopyrido[2,3-d]pyrimidin-8(7H)-yl)heptanal